4-[4-(2-aminoethyl)pyrazol-1-yl]-3-(6-morpholin-4-ylpyridazin-4-yl)sulfanylbenzonitrile NCCC=1C=NN(C1)C1=C(C=C(C#N)C=C1)SC1=CN=NC(=C1)N1CCOCC1